C(#N)C1=CC(=C(COC2=NC(=NC=C2F)N2CCN(CC2)[C@@H](C)C2=NC3=C(N2C[C@H]2OCC2)C=C(C=C3)C(=O)O)C=C1)F 2-((S)-1-(4-(4-((4-cyano-2-fluorobenzyl)oxy)-5-fluoropyrimidin-2-yl)piperazine-1-yl)ethyl)-1-(((S)-oxetan-2-yl)methyl)-1H-benzo[d]imidazole-6-carboxylic acid